FS(C1=CC=C(C=C1)C#CC(=O)O)(F)(F)(F)F 3-(4-(pentafluoro-λ6-sulfaneyl)phenyl)propiolic acid